O=C1SC(CN1C(C(=O)N)CC)CCC 2-(2-oxo-5-propyl-1,3-thiazolidin-3-yl)butanamide